Cl.N[C@@H]1CN(CC1)C1=C2C(=NC3=CC=C(C=C13)C1=NC(=NC=C1)NC(=O)C1CC1)CCCCC2 (S)-N-(4-(11-(3-aminopyrrolidin-1-yl)-7,8,9,10-tetrahydro-6H-cyclohepta[b]quinolin-2-yl)pyrimidin-2-yl)cyclopropanecarboxamide hydrochloride